SCCNC(CCNC([C@@H](C(CO[Si](C(C)(C)C)(C)C)(C)C)OC(CCC(=O)O)=O)=O)=O (R)-4-((15-mercapto-2,2,3,3,6,6-hexamethyl-8,12-dioxo-4-oxa-9,13-diaza-3-silapentadecan-7-yl)oxy)-4-oxobutanoic acid